O[C@@]1(C(N(CC1)C)=O)C1=CC(=NO1)C1CNCCC1 (3R)-3-Hydroxy-1-methyl-3-(3-(piperidin-3-yl)isoxazol-5-yl)pyrrolidin-2-one